[Cu].NC1=NC=C(C2=C1C=NN2C2OCCCC2)NC(C(N2[C@H](CC[C@@H](C2)C)C=2C=CC1=C(N=C(S1)C1CCC(CC1)N(C)C)C2)=O)=O |r| N-(4-Amino-1-tetrahydropyran-2-yl-pyrazolo[4,3-c]pyridin-7-yl)-2-oxo-2-[rac-(2R,5S)-2-[2-[4-(dimethylamino)cyclohexyl]-1,3-benzothiazol-5-yl]-5-methyl-1-piperidyl]acetamide Copper